N-octyldodecane-1,12-diamine C(CCCCCCC)NCCCCCCCCCCCCN